TRIETHYLENE GLYCOL DI-(2-ethylhexanoate) C(C)C(C(=O)OCCOCCOCCOC(C(CCCC)CC)=O)CCCC